4-tert-butyl-2-trifluoromethyl-oxazol-5(2H)-one C(C)(C)(C)C1=NC(OC1=O)C(F)(F)F